methyl 1-amino-2-(3-((tert-butyldimethylsilyl) oxy)-1-(4-nitrophenyl) propyl)-4-(4-phenoxyphenyl)-1H-imidazole-5-carboxylate NN1C(=NC(=C1C(=O)OC)C1=CC=C(C=C1)OC1=CC=CC=C1)C(CCO[Si](C)(C)C(C)(C)C)C1=CC=C(C=C1)[N+](=O)[O-]